CC1=CC=C(C=C1)S(=O)(=O)O.NC/C(/COC1=CC2=C(N=C(O2)NCC=2C=NC(=CC2)C(F)(F)F)C=C1)=C/F (Z)-6-((2-(aminomethyl)-3-fluoroallyl)oxy)-N-((6-(trifluoromethyl)pyridin-3-yl)methyl)benzo[d]oxazol-2-amine 4-methylbenzenesulfonate